2-(3-{6,6-difluoro-4-azaspiro[2.4]heptane-4-carbonyl}-4H,5H,6H,7H-[1,2]oxazolo[4,5-c]pyridine-5-carbonyl)-1H-indole FC1(CN(C2(CC2)C1)C(=O)C1=NOC2=C1CN(CC2)C(=O)C=2NC1=CC=CC=C1C2)F